N-(5-(7-ethoxy-5-ethyl-6-fluoro-1H-indazol-4-yl)pyrazolo[1,5-a]pyridin-2-yl)-2-fluorocyclopropane-1-carboxamide C(C)OC=1C(=C(C(=C2C=NNC12)C1=CC=2N(C=C1)N=C(C2)NC(=O)C2C(C2)F)CC)F